C(C)(C)(C)C1CCC(CC1)NC(C1=CC(=CC(=C1)NC(=O)C1CCC(CC1)C(C)(C)C)NC(=O)C1CCC(CC1)C(C)(C)C)=O N-(4-t-butylcyclohexyl)-3,5-bis-[4-t-butylcyclohexylcarbonylamino]-benzamide